FC=1C=C(C(=NC1S(NC1=NOC=C1)(=O)=O)C)NC(OC(C)(C)C)=O tert-butyl (5-fluoro-6-(N-(isoxazol-3-yl)sulfamoyl)-2-methylpyridin-3-yl)carbamate